(2R,3R,4S,5S,6R)-2-decoxy-6-(hydroxymethyl)tetrahydropyran-3,4,5-triol C(CCCCCCCCC)O[C@@H]1O[C@@H]([C@H]([C@@H]([C@H]1O)O)O)CO